(S)-2-acetamidobutanoic acid C(C)(=O)N[C@H](C(=O)O)CC